N[C@@]1(C([C@@H](CC1)NC=1C=2N(N=CC1C(=NC1=C(C=C(C=C1)O)Cl)N)C=CC2)(C)C)C 4-[[(1R,3S)-3-amino-2,2,3-trimethyl-cyclopentyl]amino]-N'-(2-chloro-4-hydroxy-phenyl)pyrrolo[1,2-b]pyridazine-3-carboxamidine